3-(3,5-dichloro-6-hydroxy-2-pyridinyl)thiopropionic acid ClC=1C(=NC(=C(C1)Cl)O)CCC(=S)O